CC=CC(=O)N1CCOCC1 N-(methyl)acryloyl-morpholine